4-{3-[1-(1-Ethoxyethoxy)ethyl]-4-methyl-5-oxo-4,5-dihydro-1H-1,2,4-triazol-1-yl}-2,5-difluoro-N-(pent-3-yl)benzamide C(C)OC(C)OC(C)C1=NN(C(N1C)=O)C1=CC(=C(C(=O)NC(CC)CC)C=C1F)F